ClC1=C(C#N)C=CC(=C1)N1C=NC2=C1C(O[C@](C2)(C)CO)=O 2-chloro-4-[(6S)-6-(hydroxymethyl)-6-methyl-4-oxo-3H,4H,6H,7H-pyrano[3,4-d]imidazol-3-yl]benzonitrile